NCCCN(C)CCCN N,N-bis-(3-aminopropyl)-N-methylamine